FCC(CC(=O)C1=C(C=C(C=C1)OC1OCCCC1)O)(O)CF 4-Fluoro-3-(fluoromethyl)-3-hydroxy-1-(2-hydroxy-4-((tetrahydro-2H-pyran-2-yl)oxy)phenyl)butan-1-one